NC=1N=NC(=CC1N1CC(N(CC1)C(C)=O)CC1=CC=CC=C1)C1=C(C=CC=C1)O 1-(4-(3-amino-6-(2-hydroxyphenyl)pyridazin-4-yl)-2-benzylpiperazin-1-yl)ethan-1-one